tert-butyl 2-((4-octylthiazol-2-yl)methyl)acrylate C(CCCCCCC)C=1N=C(SC1)CC(C(=O)OC(C)(C)C)=C